CCCCCCC(CCCCCC)(O)O tridecane-7,7-diol